(1s,3s)-1-(hydroxymethyl)-3-(4-(4-(1-(pent-3-yl)-1H-pyrazol-4-yl)pyrazolo[1,5-a]pyrazin-6-yl)-1H-pyrazol-1-yl)cyclobutanol OCC1(CC(C1)N1N=CC(=C1)C=1N=C(C=2N(C1)N=CC2)C=2C=NN(C2)C(CC)CC)O